[(2S,3S,4E,6R,7S,10R)-2-[(E)-1-(3-fluoro-5-morpholin-4-ylphenyl)prop-1-en-2-yl]-10-hydroxy-3,7-dimethyl-12-oxo-1-oxacyclododec-4-en-6-yl] N-(3-morpholin-4-ylpropyl)carbamate N1(CCOCC1)CCCNC(O[C@H]1/C=C/[C@@H]([C@H](OC(C[C@@H](CC[C@@H]1C)O)=O)/C(=C/C1=CC(=CC(=C1)N1CCOCC1)F)/C)C)=O